FC1=C(CN2CCN(CC2)CC(CNC=2C3=CC=CC=C3N=C3CCCCC23)O)C=CC=C1 1-(4-(2-fluorobenzyl)piperazin-1-yl)-3-((1,2,3,4-tetrahydroacridin-9-yl)amino)propan-2-ol